3-((5-(1-(2,2-Difluoroethyl)-1H-benzo[d][1,2,3]triazol-6-yl)-4-methoxypyrrolo[2,1-f][1,2,4]triazin-2-yl)amino)-2,2-dimethylpropanenitrile FC(CN1N=NC2=C1C=C(C=C2)C=2C=CN1N=C(N=C(C12)OC)NCC(C#N)(C)C)F